BrC=1C(=CC(=C(C(=O)NC2CC2)C1)F)C 5-bromo-N-cyclopropyl-2-fluoro-4-methylbenzamide